ClP(N(C(C)C)C(C)C)Cl Dichloro(diisopropylamino)phosphine